C(CCCCCCCCCCCCCCC)(=O)OCC=CCCC=CCC nonan-2,6-dien-1-yl palmitate